FC1=CC=C(C=N1)NC1=NNC(=C1)C1=CC=C(C=C1)O 4-(3-((6-fluoropyridin-3-yl)amino)-1H-pyrazol-5-yl)phenol